tert-butyl (R)-3-((5-(5-(methylcarbamoyl)oxazol-2-yl)-1-((2-(trimethylsilyl)ethoxy)methyl)-1H-pyrrolo[2,3-b]pyridin-4-yl)amino)piperidine-1-carboxylate CNC(=O)C1=CN=C(O1)C=1C(=C2C(=NC1)N(C=C2)COCC[Si](C)(C)C)N[C@H]2CN(CCC2)C(=O)OC(C)(C)C